2-Butynoic acid C(C#CC)(=O)O